CNC=1N=C(C(=NC1C=1C2=C(C=NC1)N(C=N2)C)C(=O)N)NC=2C=CC=1N(C2)C=NN1 5-(Methylamino)-6-(3-methylimidazo[4,5-c]pyridin-7-yl)-3-([1,2,4]triazolo[4,3-a]pyridin-6-ylamino)pyrazin-2-carboxamid